CC([Si](OCC(CNC(OCC1=CC=CC=C1)=O)N1N=C2C(CN([C@@H](C2)C)C(=O)OC(C)(C)C)=C1C(=O)OCC)(C1=CC=CC=C1)C1=CC=CC=C1)(C)C (6R)-5-tert-Butyl 3-ethyl 2-(10,10-dimethyl-3-oxo-1,9,9-triphenyl-2,8-dioxa-4-aza-9-silaundecan-6-yl)-6-methyl-6,7-dihydro-2H-pyrazolo[4,3-c]pyridine-3,5(4H)-dicarboxylate